9-(benzo[d][1,3]dioxol-5-yl)-1,3-dihydro-6,7-dimethoxy-1-oxonaphtho[2,3-c]furan-4-yl 1-methyl-1H-pyrrole-2-carboxylate CN1C(=CC=C1)C(=O)OC1=C2C=C(C(=CC2=C(C=2C(OCC21)=O)C2=CC1=C(OCO1)C=C2)OC)OC